C1(=CC=CC=C1)C1(CC1)C=1NC(C2=C(N1)CCN(C2)C(CC2=CC=C(C=C2)C2=NC=CC=C2)=O)=O 2-(1-phenylcyclopropyl)-6-(2-(4-(pyridin-2-yl)phenyl)acetyl)-5,6,7,8-tetrahydropyrido[4,3-d]pyrimidin-4(3H)-one